C[C@H](C1=CC=C(C=C1)Br)N (R)-(+)-1-(4-bromophenyl)ethylamine